1-[1-[3-(difluoromethyl)-4-fluoro-phenyl]-5-methyl-pyrazol-3-yl]piperazine FC(C=1C=C(C=CC1F)N1N=C(C=C1C)N1CCNCC1)F